FC1=CC=C(CN2C(NC(CC2=O)=O)=O)C=C1 1-(4-Fluorobenzyl)pyrimidine-2,4,6(1H,3H,5H)-trione